C1(=CC=CC=C1)[C@@H]1NCCOC1 (S)-3-phenylmorpholine